ClC=1C=C(C=C2C(=NC=NC12)N[C@@H](C)C1=NC=NN1C=1C=CC(N(N1)CC)=O)C(F)(F)F 6-[5-[(1S)-1-[[8-chloro-6-(trifluoromethyl)quinazolin-4-yl]amino]ethyl]-1,2,4-triazol-1-yl]-2-ethyl-pyridazin-3-one